NC=1C=C(C(=C(C1)C(C(C)(O)C)(F)F)F)[C@@H](C)NC1=NC(=NC2=CC(=C(C=C12)OCCOC1CC1)OC)C (R)-1-(5-amino-3-(1-((6-(2-cyclopropyloxyethoxy)-7-methoxy-2-methyl-quinazolin-4-yl)amino)ethyl)-2-fluorophenyl)-1,1-difluoro-2-methylpropan-2-ol